FC1=C(C(=O)N[C@@H](CC2=C3C=CC=NC3=C(C=C2)B(O)O)C(=O)OC)C(=CC(=C1)N1[C@H](COCC1)C(F)(F)F)F (5-((S)-2-(2,6-difluoro-4-((R)-3-(trifluoromethyl)morpholino)benzamido)-3-methoxy-3-oxopropyl)quinolin-8-yl)boronic acid